NC=1C(=C2OC3=C(C(C=CC3=C(C2=CC1)C1=C(C=C(C=C1)C(=O)O)C(=O)O)=N)S(=O)(=O)O)S(=O)(=O)O 4-(6-amino-3-imino-4,5-disulfo-3H-xanthen-9-yl)benzene-1,3-dicarboxylic acid